ClC1=CC(=C(C=C1)C1=NC(=C(C2=C1N=C(N(C2=O)C)C)F)N2CC(OC1(CC1)C2)C=2C=NN(C2)C)F 8-(4-chloro-2-fluorophenyl)-5-fluoro-2,3-dimethyl-6-(5-(1-methyl-1H-pyrazol-4-yl)-4-oxa-7-azaspiro[2.5]octan-7-yl)pyrido[3,4-d]pyrimidin-4(3H)-one